C(C)(C)(C)[Si](C)(C)OC(COC1=C(C=CC=C1Br)Br)C1=CC=C(C=C1)Cl Tert-butyl-(1-(4-chlorophenyl)-2-(2,6-dibromophenoxy)ethoxy)dimethylsilane